5-fluoro-3-nitroquinolin-2(1H)-one FC1=C2C=C(C(NC2=CC=C1)=O)[N+](=O)[O-]